tert-butyl-[(E)-5-[5-methoxy-3-[(3E)-3-methylhexa-3,5-dienyl]tetrahydrofuran-2-yl]-4-methyl-pent-4-enoxy]-dimethyl-silane C(C)(C)(C)[Si](C)(C)OCCC\C(=C\C1OC(CC1CC\C(=C\C=C)\C)OC)\C